5-(4-Fluorophenyl)-1-isopropyl-4-oxo-N-[4-[(6-piperazin-1-yl-1,7-naphthyridin-4-yl)oxy]phenyl]pyridine-3-carboxamide FC1=CC=C(C=C1)C=1C(C(=CN(C1)C(C)C)C(=O)NC1=CC=C(C=C1)OC1=CC=NC2=CN=C(C=C12)N1CCNCC1)=O